(R)-N-(3-fluoro-4-((3-((1-hydroxy-4-meth-oxybutan-2-yl)amino)-1H-pyrazolo[3,4-b]-pyridin-4-yl)oxy)-phenyl)-2-(4-fluoro-phenyl)-3-oxo-2,3-dihydropyridazine-4-carboxamide FC=1C=C(C=CC1OC1=C2C(=NC=C1)NN=C2N[C@@H](CO)CCOC)NC(=O)C=2C(N(N=CC2)C2=CC=C(C=C2)F)=O